NCC(=O)OCCC(C)(C)C1=C(C(=CC(=C1)SC(C)(C)SC1=CC(=C(C(=C1)C(C)(C)C)O)C(C)(C)C)C(C)(C)C)O 3-(3-(tert-butyl)-5-((2-((3,5-di-tert-butyl-4-hydroxyphenyl) thio)propan-2-yl)thio)-2-hydroxyphenyl)-3-methylbutyl glycinate